3-(ethylsulfonyl)phenol C(C)S(=O)(=O)C=1C=C(C=CC1)O